O[C@H]1[C@H](O[C@@]2(CC(CO2)C)[C@@H]([C@H]1N1N=NC(=C1)C1=CC(=C(C(=C1)F)F)F)OCC(=O)O)CO 2-(((5s,7r,8r,9s,10r)-8-hydroxy-7-(hydroxymethyl)-3-methyl-9-(4-(3,4,5-trifluorophenyl)-1H-1,2,3-triazol-1-yl)-1,6-dioxaspiro[4.5]dec-10-yl)oxy)acetic acid